IC1=NN(C2=C1C=NC=C2)CC2=CC=C(C=C2)OC 3-iodo-1-(4-methoxybenzyl)-1H-pyrazolo[4,3-c]pyridine